NC1=NC=NN2C1=NC=C2C=2C=C(C=CC2C)S(=O)(=O)NC2CC(C2)(CO)CO 3-(4-aminoimidazo[2,1-f][1,2,4]triazin-7-yl)-N-[3,3-bis(hydroxymethyl)cyclobutyl]-4-methylbenzenesulfonamide